Choline salicylic acid magnesium [Mg+2].C(C=1C(O)=CC=CC1)(=O)O.OCC[N+](C)(C)C